(R)-N-(2-(4-Cyanothiazolidin-3-yl)-2-oxoethyl)-6-(2-oxopiperidin-1-yl)quinoline-4-carboxamide C(#N)[C@H]1N(CSC1)C(CNC(=O)C1=CC=NC2=CC=C(C=C12)N1C(CCCC1)=O)=O